(S)-5-cyano-N-ethyl-N-(2,2,2-trifluoro-1-(4-fluorophenyl)ethyl)pyridine-3-sulfonamide C(#N)C=1C=C(C=NC1)S(=O)(=O)N([C@H](C(F)(F)F)C1=CC=C(C=C1)F)CC